C(C)N1C(N(C=2C1=NC=C(N2)N2C[C@H](C[C@@H](C2)COC=2C(=NC=CC2)C(F)(F)F)C)CC)=O 1,3-Diethyl-5-((3S,5S)-3-methyl-5-(((2-(trifluoromethyl)pyridin-3-yl)oxy)methyl)piperidin-1-yl)-1,3-dihydro-2H-imidazo[4,5-b]pyrazin-2-one